N-(6-cyclopropyl-5-methylpyridin-2-yl)-2-nitrobenzamide C1(CC1)C1=C(C=CC(=N1)NC(C1=C(C=CC=C1)[N+](=O)[O-])=O)C